C(C1=CC=C(C=C1)OC)C=1C(=NC2=C3N=CC=CC3=CC=C2C1)CC1=CC=C(C=C1)OC di(para-anisyl)-1,10-phenanthroline